CN(C(CCC(=O)O)=O)CCCCCCCC 4-(methyl-(octyl)amino)-4-oxobutanoic acid